(8e,10e)-dodecadienol C(=CC=CCCCCCCCC)O